2-(methylamino)propenamide HCl salt Cl.CNC(C(=O)N)=C